fluoro-4-methylpyridin-3-ol FC1=NC=CC(=C1O)C